(Z)-5-(4,8-Dimethylnona-1,7-dienyl)benzene-1,3-diol CC(C\C=C/C=1C=C(C=C(C1)O)O)CCC=C(C)C